6-bromo-3,4-dihydronaphthalen BrC=1C=C2CCC=CC2=CC1